O[C@H]1C[C@H](C1)C(=O)OCC1=CC=CC=C1 Benzyl cis-3-hydroxycyclobutanecarboxylate